C(C)(C)(C)C12CNCC(CN(C1)C=1C3=C(N=C(N1)Cl)C(=C(N=C3)Cl)F)C2 tert-butyl-7-(2,7-dichloro-8-fluoropyrido[4,3-d]pyrimidin-4-yl)-3,7-diazabicyclo[3.3.1]nonane